1,5-bis(5-hydroxy-2-methylphenyl)-3-pentanone OC=1C=CC(=C(C1)CCC(CCC1=C(C=CC(=C1)O)C)=O)C